C(C=C)(=O)OCCCC[Si](OCC)(OCC)C acryloyloxybutylmethyldiethoxysilane